CN(CCCNC=1SC=C(N1)C(=O)[O-])C 2-[3-(dimethylamino)propylamino]thiazole-4-carboxylate